COC1=CC=CC=2C=3N(C(=NC12)N[C@H]1C(NCCCC1)=O)N=C(N3)C3=CC=C(C=C3)OC (3R)-3-{[7-methoxy-2-(4-methoxyphenyl)[1,2,4]triazolo[1,5-c]quinazolin-5-yl]amino}azepan-2-one